tert-butyl 3-(4-formyl-3,5-dimethylphenyl)azetidine-1-carboxylate C(=O)C1=C(C=C(C=C1C)C1CN(C1)C(=O)OC(C)(C)C)C